ClC1=CC2=C(C(N=C2C=C1)=O)C1CCC(CC1)C1=CC=CC=C1 5-chloro-3-(4-phenylcyclohexyl)indol-2-one